BrC=1C=C(C(=NC1)N)OC1CC1 5-bromo-3-cyclopropoxypyridin-2-amine